6-(2,6-Dichloro-4-nitrophenoxy)-2-(3-(trifluoromethoxy)benzyl)-3,4-dihydroisoquinoline ClC1=C(OC=2C=C3CCN(CC3=CC2)CC2=CC(=CC=C2)OC(F)(F)F)C(=CC(=C1)[N+](=O)[O-])Cl